diisooctyl phosphate dodecyl-amine salt C(CCCCCCCCCCC)N.P(=O)(OCCCCCC(C)C)(OCCCCCC(C)C)O